Potassium methanide [CH3-].[K+]